2-(4,6-dimethylpyrazolo[1,5-a]pyrazin-2-yl)-7-{(3S)-3-[(ethylamino)methyl]pyrrolidin-1-yl}-4H-pyrido[1,2-a]pyrimidin-4-one CC=1C=2N(C=C(N1)C)N=C(C2)C=2N=C1N(C(C2)=O)C=C(C=C1)N1C[C@@H](CC1)CNCC